NC1=NNC=C1C1=NN=NN1 3-amino-4-(1H-tetrazole-5-yl)-pyrazole